Cl.CN(CCC(=O)O)C 3-(dimethylamino)propionic acid HCl salt